3-(trifluoromethyl)pyridin FC(C=1C=NC=CC1)(F)F